(4-phenyl)-2-(pyrrolidine-2-yl)thiazole C1(=CC=CC=C1)C=1N=C(SC1)C1NCCC1